6-(TRIFLUOROMETHYL)-1H-PYRROLO[3,2-B]PYRIDINE-3-CARBALDEHYDE FC(C=1C=C2C(=NC1)C(=CN2)C=O)(F)F